2-[3,4-Dichloro-10-(1H-pyrazol-4-yl)-6,7,8,9-tetrahydropyrido[1,2-a]indol-7-yl]ethanol methyl-2-bromo-4-(4-formylpiperidin-1-yl)benzoate CC=1C(=C(C(=O)OCCC2CCC=3N(C4=C(C(=CC=C4C3C=3C=NNC3)Cl)Cl)C2)C=CC1N1CCC(CC1)C=O)Br